C(C)(C)(C)C=1C=C(C=C(C1)C(C)(C)C)C=1C(=CC=C(C1)C(C)(C)C)NC1=CC=C(C=C1)C(C)(C)C 3',5,5'-tri-tert-butyl-N-(4-(tert-butyl)phenyl)-[1,1'-biphenyl]-2-amine